NC1(CCN(CC1)C1=NC(=C2C(=N1)NN=C2C2=C(C1=CN(N=C1C=C2)C([2H])([2H])[2H])Cl)C(=O)N)C2=CC=CC=C2 6-(4-amino-4-phenylpiperidin-1-yl)-3-(4-chloro-2-(methyl-d3)-2H-indazole-5-yl)-1H-pyrazolo[3,4-d]pyrimidine-4-carboxamide